C(C=C)(=O)N1CCN(CC1)C1=NC(N2C3=C(C(=C(C=C13)C(F)(F)F)C1=CC=C(C=C1)F)SC[C@@H]2CN2CCN(CC2)C2CC2)=O (S)-7-(4-acryloylpiperazin-1-yl)-3-((4-cyclopropylpiperazin-1-yl)methyl)-10-(4-fluorophenyl)-9-(trifluoromethyl)-2,3-dihydro-5H-[1,4]thiazino[2,3,4-ij]quinazolin-5-one